3-((2-(3-(dimethylamino)phenoxy)ethoxy)methyl)-N-(3-methoxybenzyl)-N-(4-morpholinobenzyl)aniline CN(C=1C=C(OCCOCC=2C=C(N(CC3=CC=C(C=C3)N3CCOCC3)CC3=CC(=CC=C3)OC)C=CC2)C=CC1)C